(((benzyloxy) carbonyl) amino)-methyl 2-hydroxypropionate OC(C(=O)OCNC(=O)OCC1=CC=CC=C1)C